C(N)(=O)C(CC(=O)O[C@@H](C)C1=CC=C(C=C1)C(F)(F)F)=C (S)-1-(4-(trifluoromethyl)phenyl)ethyl 3-carbamoylbut-3-enoate